BrC1=CC=2C(N=C1OC)=NN(C2)C2CCC(CC2)C(=O)O 4-(5-bromo-6-methoxy-pyrazolo[3,4-b]pyridin-2-yl)cyclohexanecarboxylic acid